1,1-Diethyl-2,6-dimethylpiperidinium hydroxide [OH-].C(C)[N+]1(C(CCCC1C)C)CC